(1-(difluoromethyl)cyclopropyl)methanone METHYL-(E)-3-PHENYL-2-PROPENOATE COC(\C=C\C1=CC=CC=C1)=O.FC(C1(CC1)C=O)F